O=C1NC(CCC1N1C(C2=CC=CC(=C2C1=O)OCCCNC(=O)N1C=NC=C1)=O)=O N-(3-((2-(2,6-dioxopiperidin-3-yl)-1,3-dioxoisoindolin-4-yl)oxy)propyl)-1H-imidazole-1-carboxamide